ClC1=C(C(=CC=C1)F)N1C=2N(C3=C(C1=O)C=NC(=N3)NC3=CC=C1CCN(CC1=C3)C)CCN2 6-(2-Chloro-6-fluorophenyl)-2-((2-methyl-1,2,3,4-tetrahydroisoquinolin-7-yl)amino)-8,9-dihydroimidazo[1,2-a]pyrimido[5,4-e]pyrimidin-5(6H)-one